(2R,3R,3aR,11aS)-10-fluoro-2-hydroxy-3-[(1E,4S)-7,8,8-trifluoro-4-hydroxy-4-methyl-1,7-octadien-1-yl]-1,2,3,3a,4,5,6,11a-octahydrobenzo[b]cyclopenta[g]oxocine-9-carboxylic acid FC1=C(C=CC2=C1O[C@@H]1[C@H](CCC2)[C@H]([C@@H](C1)O)\C=C\C[C@@](CCC(=C(F)F)F)(C)O)C(=O)O